FC1=CC(=C(C=C1C=1C=NC(=NC1)OC(C)C)NC(=O)C1=CNC(C=C1C(F)(F)F)=O)N1C[C@H](N([C@H](C1)C)C)C |r| N-[4-fluoro-5-(2-propan-2-yloxypyrimidin-5-yl)-2-[rac-(3R,5S)-3,4,5-trimethylpiperazin-1-yl]phenyl]-6-oxo-4-(trifluoromethyl)-1H-pyridine-3-carboxamide